[[1-[3-(2-amino-3-pentyl-7-quinolyl)phenyl]sulfonylazetidin-3-yl]methyl] carbamate C(N)(OCC1CN(C1)S(=O)(=O)C1=CC(=CC=C1)C1=CC=C2C=C(C(=NC2=C1)N)CCCCC)=O